tert-butyl 4-(methoxy (methyl) carbamoyl)-2,2-dimethylpiperidine-1-carboxylate CON(C(=O)C1CC(N(CC1)C(=O)OC(C)(C)C)(C)C)C